tert-butyl (((2S)-5-(4-bromophenyl)-4-(2,2,2-trifluoroacetyl)morpholin-2-yl)methyl)carbamate BrC1=CC=C(C=C1)C1CO[C@H](CN1C(C(F)(F)F)=O)CNC(OC(C)(C)C)=O